(2S,4R)-N-(4-bromo-1-methyl-1H-pyrazol-3-yl)-4-((4-bromo-2-((2R,6S)-2,6-dimethylmorpholin-4-carbonyl)-6-nitrophenyl)amino)-1-(5-(methylamino)nicotinoyl)pyrrolidin-2-formamide BrC=1C(=NN(C1)C)NC(=O)[C@H]1N(C[C@@H](C1)NC1=C(C=C(C=C1[N+](=O)[O-])Br)C(=O)N1C[C@H](O[C@H](C1)C)C)C(C1=CN=CC(=C1)NC)=O